N-((2-(2,6-dioxopiperidin-3-yl)-1,3-dioxoisoindolin-4-yl)methyl)-2,3-dihydroxy-4-methoxybenzamide O=C1NC(CCC1N1C(C2=CC=CC(=C2C1=O)CNC(C1=C(C(=C(C=C1)OC)O)O)=O)=O)=O